tert-butyl (1S,6S)-5-(1-(6-((4-methoxybenzyl) amino)-2-methylthiazolo[4,5-b]pyrazin-5-yl)-1,3-dioxopentan-2-yl)-2,5-diazabicyclo[4.2.0]octane-2-carboxylate COC1=CC=C(CNC=2N=C3C(=NC2C(C(C(CC)=O)N2CCN([C@H]4CC[C@H]24)C(=O)OC(C)(C)C)=O)N=C(S3)C)C=C1